OC=1C=C(C=CC1O)CN(C(N)=S)C 3-[(3,4-dihydroxyphenyl)methyl]-3-methylthiourea